ClC1=C(C=CC(=C1)F)C1=CC(OC2=CC(=CC=C12)N[C@@H](C(=O)N(C)C)C)=O (R)-2-((4-(2-chloro-4-fluorophenyl)-2-oxo-2H-chromen-7-yl)amino)-N,N-dimethylpropanamide